The molecule is an alpha-D-glucoside that is alpha-D-glucopyranose in which the anomeric hydroxy hydrogen is replaced by a 2-naphthyl group. It has a role as a chromogenic compound. It is an alpha-D-glucoside and a member of naphthalenes. It derives from a 2-naphthol. C1=CC=C2C=C(C=CC2=C1)O[C@@H]3[C@@H]([C@H]([C@@H]([C@H](O3)CO)O)O)O